[5-[(3S)-3-methyl-1,2,3,4-tetrahydropyridin-6-yl]-1,3-benzothiazol-2-yl]methanol C[C@@H]1CNC(=CC1)C=1C=CC2=C(N=C(S2)CO)C1